5-(2-fluoro-6-hydroxy-3-(1-(4-(trifluoromethyl)benzyl)-1H-pyrazol-4-yl)phenyl)-1,2,5-thiadiazolidin-3-one 1,1-dioxide FC1=C(C(=CC=C1C=1C=NN(C1)CC1=CC=C(C=C1)C(F)(F)F)O)N1CC(NS1(=O)=O)=O